tert-butyl 7-(3-(4-(5-fluoro-4-(5-fluoro-2-methoxyphenyl)-1H-pyrrolo[2,3-b]pyridin-2-yl)piperidin-1-yl)propyl)-1-methyl-3,4-dihydroisoquinoline-2(1H)-carboxylate FC=1C(=C2C(=NC1)NC(=C2)C2CCN(CC2)CCCC2=CC=C1CCN(C(C1=C2)C)C(=O)OC(C)(C)C)C2=C(C=CC(=C2)F)OC